Benzyl-6-methyl-2H,4H-spiro[pyrido[3,2-b][1,4]oxazine-3,3'-pyrrolidine]-4-carboxylic acid tert-butyl ester C(C)(C)(C)OC(=O)N1C2=C(OCC13CN(CC3)CC3=CC=CC=C3)C=CC(=N2)C